CN1C[C@H]([C@@H](CC1)NC(C(COC1=NC=CC=C1C)(C)C)=O)C trans-N-(1,3-dimethylpiperidin-4-yl)-2,2-dimethyl-3-((3-methylpyridin-2-yl)oxy)propanamide